2-{1-[4-(methylamino)phenyl]formamido}butanoate CNC1=CC=C(C=C1)C(=O)NC(C(=O)[O-])CC